FC(CN1C(OCC1)=O)(F)F (2,2,2-trifluoroethyl)Oxazolidin-2-one